iron nickel tetraoxide [Ni](=O)(=O)(=O)=O.[Fe]